FC=1C=CC(=C(CN2C(C=3N(CC2)C=C(C3)C3=CC(=NC=C3C)NC3=CC=NN3C)=O)C1)CO 2-(5-fluoro-2-(hydroxymethyl)benzyl)-7-(5-methyl-2-((1-methyl-1h-pyrazole-5-yl)amino)pyridine-4-yl)-3,4-dihydropyrrolo[1,2-a]pyrazine-1(2H)-one